N-methylbut-2-enamide CNC(C=CC)=O